bis(2,3-dimethyl-4-phenylcyclopenta[b]indolyl)zirconium dichloride [Cl-].[Cl-].CC=1C(C2=C(N(C=3C=CC=CC23)C2=CC=CC=C2)C1C)[Zr+2]C1C(=C(C=2N(C=3C=CC=CC3C21)C2=CC=CC=C2)C)C